N-Methyl-1-(2-(4-(Trifluoromethoxy)phenyl)oxazol-5-yl)methanamine CNCC1=CN=C(O1)C1=CC=C(C=C1)OC(F)(F)F